C(C)(C)(C)NC=1C=2N(C3=CC(=CC=C3N1)C(=O)O)C=NC2 4-(tert-butylamino)imidazo[1,5-a]quinoxaline-8-carboxylic acid